FC=1C2(N(C3=CC(=CC=C3C1)C)CC(C(N2)=O)(C)C)C2=CC=CC=C2 5-Fluoro-2,2,9-trimethyl-4a-phenyl-1,2,4,4a-tetrahydro-3H-pyrimido[1,2-a]quinolin-3-one